ClC1=CC(=C(C=C1)C1CC2(C1)CN(CC2)C(=O)N2C[C@H](CC2)C(=O)N)S(=O)(=O)C (3S)-1-[2-(4-chloro-2-methylsulfonyl-phenyl)-6-azaspiro[3.4]octane-6-carbonyl]pyrrolidine-3-carboxamide